ClC1=C(C=C(C=C1)C(CN(C)C)NS(=O)(=O)C1=CC=C(C=C1)OC(F)(F)F)F N-(1-(4-chloro-3-fluorophenyl)-2-(dimethylamino)ethyl)-4-(trifluoromethoxy)benzenesulfonamide